CN1N=CC2=CC(=CC=C12)N1C(C(=CC2=CC=C(C(=C12)C(=O)N)C1(CCC1)C)C(=O)N)=O (1-methyl-1H-indazol-5-yl)-7-(1-methylcyclobutyl)-2-oxo-1,2-dihydroquinoline-3,8-dicarboxamide